OCC1=CC2=C(C=N1)[C@H](C1(CCNCC1)C2)N[S@](=O)C(C)(C)C (R)-N-[(7S)-3-(hydroxymethyl)spiro[5,7-dihydro-cyclopenta[c]pyridin-6,4'-piperidin]-7-yl]-2-methyl-propane-2-sulfinamide